C(CC)N(S(=O)(=O)C1=CC=C(C(=O)N(CCC)CCC)C=C1)CCC 4-(dipropylsulfamoyl)-N,N-dipropylbenzamide